CC=1C(=C(C=2CC3=CC=CC=C3C2C1)C1=C(C2=C(OC3=C2C=CC=C3)C=C1)C1=CC=CC=C1)C [(dimethyl-fluorenyl)dibenzofuranyl]benzene